Citric acid Tripotassium citrate monohydrate O.C(CC(O)(C(=O)[O-])CC(=O)[O-])(=O)[O-].[K+].[K+].[K+].C(CC(O)(C(=O)O)CC(=O)O)(=O)O